5-(hydroxymethyl)-1-methyl-2-nitro-1H-imidazole OCC1=CN=C(N1C)[N+](=O)[O-]